C(C=C)(=O)N1C[C@@H](N(CC1)C=1C2=C(N(C(N1)=O)C=1C(=NC=CC1C)C(C)C)N=C(C(=C2)F)C2=C(OCC(=O)O)C=CC=C2F)C 2-(2-(4-((S)-4-propenoyl-2-methylpiperazin-1-yl)-6-fluoro-1-(2-isopropyl-4-methylpyridin-3-yl)-2-oxo-1,2-dihydropyrido[2,3-d]pyrimidin-7-yl)-3-fluorophenoxy)acetic acid